tert-butyl N-[4-chloro-6-(2-isobutyl-6-methyl-phenyl)-5-methyl-pyrimidin-2-yl]carbamate ClC1=NC(=NC(=C1C)C1=C(C=CC=C1C)CC(C)C)NC(OC(C)(C)C)=O